CC1([C@H]2CN([C@@H]([C@@H]12)C(=O)N[C@@H](C[C@H]1C(NCC1)=O)C(COC(F)(F)F)=O)C(=O)C1=CC(=NO1)C(F)(F)F)C (1R,2S,5S)-6,6-dimethyl-N-((S)-3-oxo-1-((S)-2-oxopyrrolidin-3-yl)-4-(trifluoromethoxy)butan-2-yl)-3-(3-(trifluoromethyl)isoxazole-5-carbonyl)-3-azabicyclo[3.1.0]hexane-2-carboxamide